(4-aminopyrimidin-2-yl)-2-methyl-1-((2-(trimethylsilyl)ethoxy)methyl)-1,2-dihydro-3H-pyrazol-3-one NC1=NC(=NC=C1)C=1C(N(N(C1)COCC[Si](C)(C)C)C)=O